3-(4-(((6-(cyclohexylamino)hexyl)(methyl)amino)methyl)-3-methyl-2-oxo-2,3-dihydro-1H-benzo[d]imidazol-1-yl)piperidine-2,6-dione C1(CCCCC1)NCCCCCCN(C)CC1=CC=CC=2N(C(N(C21)C)=O)C2C(NC(CC2)=O)=O